2-(2,6-dioxo-3-piperidinyl)-5-[4-[[1-(2-piperazin-1-ylethyl)-4-piperidinyl]methyl]piperazin-1-yl]isoindoline-1,3-dione O=C1NC(CCC1N1C(C2=CC=C(C=C2C1=O)N1CCN(CC1)CC1CCN(CC1)CCN1CCNCC1)=O)=O